NC=1N=C(C2=C(N1)C(=NN2CC=2C=C(C(=O)OC)C=CC2OC)C)O methyl 3-((5-amino-7-hydroxy-3-methyl-1H-pyrazolo[4,3-d]pyrimidin-1-yl)methyl)-4-methoxybenzoate